2-[2-fluoro-4-[3-(2-oxooxazolidin-3-yl)propoxy]phenoxy]-4-(4-methyl-1,2,4-triazol-3-yl)benzamide FC1=C(OC2=C(C(=O)N)C=CC(=C2)C2=NN=CN2C)C=CC(=C1)OCCCN1C(OCC1)=O